3-(5-(benzyloxy)pentyloxy)phenylpropan-1-amine C(C1=CC=CC=C1)OCCCCCOC=1C=C(C=CC1)C(CC)N